trans-4-((5-fluoro-4-(3-(2-oxo-1,2-dihydropyridin-3-yl)phenyl)pyrimidin-2-yl)amino)cyclohexane-1-carboxylic acid FC=1C(=NC(=NC1)N[C@@H]1CC[C@H](CC1)C(=O)O)C1=CC(=CC=C1)C=1C(NC=CC1)=O